1-[3-(Difluoromethoxy)-1,2-oxazol-5-yl]ethan-1-one FC(OC1=NOC(=C1)C(C)=O)F